S(=O)(=O)(O)O.CN(C1C(N(C(C1)=O)[C@H](C(=O)NCC1=C(C=CC=C1)F)C)=O)C (2S)-2-(3-(dimethylamino)-2,5-dioxopyrrolidin-1-yl)-N-(2-fluorobenzyl)propionamide sulfate